1-((2'-cyano-[1,1'-biphenyl]-4-yl)methyl)-3-(2-ethynylthiazol-4-yl)urea C(#N)C1=C(C=CC=C1)C1=CC=C(C=C1)CNC(=O)NC=1N=C(SC1)C#C